FC1=C(N)C=C(C(=C1)C=1C=NC(=CC1)F)C(F)(F)F 2-fluoro-4-(6-fluoropyridin-3-yl)-5-(trifluoromethyl)aniline